3,3-dibutyl-8-methoxy-2-(4-methoxybenzyl)-7-(methylthio)-5-phenyl-2,3,4,5-tetrahydrobenzo[f][1,2,5]thiadiazepine 1,1-dioxide C(CCC)C1(N(S(C2=C(N(C1)C1=CC=CC=C1)C=C(C(=C2)OC)SC)(=O)=O)CC2=CC=C(C=C2)OC)CCCC